(3R,7S)-9-((S)-1-(4-(difluoromethoxy)phenyl)ethyl)-N,3-dimethyl-10-oxo-1,2,3,4,7,8,9,10-octahydropyrido[4',3':3,4]pyrazolo[1,5-a]pyrazine-7-carboxamide FC(OC1=CC=C(C=C1)[C@H](C)N1C(C=2N([C@@H](C1)C(=O)NC)N=C1C2CN[C@@H](C1)C)=O)F